C(CCC)C1(CS(C2=C(N(C1)C1=CC=CC=C1)C=C(C(=C2)O/C=C/C(=O)O)F)(=O)=O)CC racemic-(E)-3-((3-butyl-3-ethyl-7-fluoro-1,1-dioxido-5-phenyl-2,3,4,5-tetrahydro-1,5-benzothiazepin-8-yl)oxy)acrylic acid